N[C@@H](CCCNC(N)=N)C(=O)O.C(CCCCCCC\C=C/C\C=C/CCCCC)(=O)O linoleic acid arginine salt